C(C=C)C1=C(C2C(C(C1CC2)C(=O)O)C(=O)O)CC=C diallyl-bicyclo[2.2.2]oct-5-ene-2,3-dicarboxylic acid